ClC1=CC=C(CC2=CN=C(S2)NC(=O)C2=NN(C(CC2)=O)C)C=C1 N-(5-(4-chlorobenzyl)thiazol-2-yl)-1-methyl-6-oxo-1,4,5,6-tetrahydropyridazine-3-carboxamide